2-Amino-9-((2R,3S,4S,5R)-4-fluoro-3-hydroxy-5-(hydroxymethyl)tetrahydrofuran-2-yl)-7-(2,2,3,3,3-pentafluoropropyl)-7,9-dihydro-1H-purin-6,8-dion NC=1NC(C=2N(C(N(C2N1)[C@@H]1O[C@@H]([C@H]([C@H]1O)F)CO)=O)CC(C(F)(F)F)(F)F)=O